FC=1C(=NC=2N(C(C(=C(N2)C(F)(F)F)C=2C=NN(C2)CC(C(F)(F)F)(F)F)=O)C1)OC 7-fluoro-8-methoxy-3-[1-(2,2,3,3,3-pentafluoropropyl)-1H-pyrazol-4-yl]-2-(trifluoromethyl)-4H-[1,3]diazino[1,2-a]pyrimidin-4-one